1,1'-(Nonane-1,9-diyl)bis{4-[(E)-4-(diethylamino)styryl]-3-methylpyridin-1-ium} dibromide [Br-].[Br-].C(CCCCCCCC[N+]1=CC(=C(C=C1)\C=C\C1=CC=C(C=C1)N(CC)CC)C)[N+]1=CC(=C(C=C1)\C=C\C1=CC=C(C=C1)N(CC)CC)C